(2R)-3-(3-bromo-5-chloro-7-{[(1,3-thiazol-2-yl)methyl]amino}thieno[3,2-b]pyridin-2-yl)-2-[(trifluoromethyl)amino]propan-1-ol BrC1=C(SC=2C1=NC(=CC2NCC=2SC=CN2)Cl)C[C@H](CO)NC(F)(F)F